4-(2-((2S,3S)-2,3-dimethylazetidin-1-yl)-6,7-dihydro-5H-cyclopenta[d]pyrimidin-4-yl)benzamide C[C@@H]1N(C[C@@H]1C)C=1N=C(C2=C(N1)CCC2)C2=CC=C(C(=O)N)C=C2